N[C@H]1CS(C2=C(N(C1=O)CC1=CC=C(C=C1)Cl)C=C(C(=C2)F)C=2OC(=NN2)NC(C(F)(F)F)C)(=O)=O (3R)-3-amino-5-[(4-chlorophenyl)methyl]-8-fluoro-1,1-dioxo-7-[5-[(2,2,2-trifluoro-1-methyl-ethyl)amino]-1,3,4-oxadiazol-2-yl]-2,3-dihydro-1λ6,5-benzothiazepin-4-one